Tert-Butyl (S)-2-(Methoxy(Methyl)Carbamoyl)Morpholine-4-Carboxylate CON(C(=O)[C@@H]1CN(CCO1)C(=O)OC(C)(C)C)C